nitrat Tetrahydrat O.O.O.O.[N+](=O)(O)[O-]